NC1(CC=C(C=C1)N)OC1(CC=C(C=C1)N)N 1,4-diaminophenyl ether